(1S,3aS,6aR)-2-((S)-2-acetamido-2-phenylacetyl)-N-((S,E)-4-fluoro-4-(methylsulfonyl)-1-((R)-2-oxopyrrolidin-3-yl)but-3-en-2-yl)octahydrocyclopenta[c]pyrrole-1-carboxamide C(C)(=O)N[C@H](C(=O)N1[C@@H]([C@H]2[C@@H](C1)CCC2)C(=O)N[C@@H](C[C@@H]2C(NCC2)=O)\C=C(\S(=O)(=O)C)/F)C2=CC=CC=C2